ClC1=NC=C(C(=C1)C1=C(C=NC(=C1)C)C(=O)NC=1SC2=C(N1)CN(C2)C(=O)C=2C=NN(C2C(F)(F)F)C)OC 2'-chloro-5'-methoxy-6-methyl-N-{5-[1-methyl-5-(trifluoromethyl)-1H-pyrazole-4-carbonyl]-4H,5H,6H-pyrrolo[3,4-d][1,3]thiazol-2-yl}-[4,4'-bipyridine]-3-carboxamide